5-bromo-2-[4-[[1-(2-fluoro-4-nitro-phenyl)-4-piperidyl]methoxy]-1-piperidyl]pyrimidine BrC=1C=NC(=NC1)N1CCC(CC1)OCC1CCN(CC1)C1=C(C=C(C=C1)[N+](=O)[O-])F